5,6-dichloro-1-(1-(2,4-dichlorobenzyl)piperidin-4-yl)-3-(2-morpholinoethyl)-1,3-dihydro-2H-benzo[d]imidazol-2-one ClC1=CC2=C(N(C(N2CCN2CCOCC2)=O)C2CCN(CC2)CC2=C(C=C(C=C2)Cl)Cl)C=C1Cl